C1=C(C=CC2=CC=CC=C12)C1=NN(C=C1/C=C/C(=O)N[C@H](CC1=CC=CC=C1)C(=O)O)C1=CC=CC=C1 (E)-(3-(3-(naphthalen-2-yl)-1-phenyl-1H-pyrazol-4-yl)acryloyl)-D-phenylalanine